9'-bromo-2'-methyl-4'H-spiro[cyclopropane-1,3'-pyrazino[1,2-b]indazole]-1'-one BrC1=CC2=C3N(N=C2C=C1)CC1(N(C3=O)C)CC1